C(C)(C)(C)OC(=O)N1C[C@@H]2COCC3=C(N2CC1)N=C(C=C3)OCC3=C(C=C(C=C3)Cl)F (R)-2-((4-chloro-2-fluorobenzyl)oxy)-7a,8,10,11-tetrahydro-5H-pyrazino[2,1-C]pyrido[2,3-e][1,4]oxazepine-9(7H)-carboxylic acid tert-butyl ester